titanium-tin-oxide [Sn]=O.[Ti]